O1C(NC2=C1C=CC=C2)=O Benzo[d]Oxazolone